NC=1C=2N(C=CN1)C(=NC2C2=CC=C(C=C2)[C@@](C)(O)C2=CC(=CC=C2)C(F)F)[C@H]2CN1C(CC3([C@@H]1CC2)CC3)=O (6'R,8a'S)-6'-[8-amino-1-(4-{(1R)-1-[3-(difluoromethyl)phenyl]-1-hydroxyethyl}phenyl)imidazo[1,5-a]pyrazin-3-yl]tetrahydro-5'H-spiro[cyclopropane-1,1'-indolizin]-3'(2'H)-one